[Si](C)(C)(C(C)(C)C)OC1CCC(CC1)C1=NC(=NC2=NC(=C(N=C12)C)C)N1C[C@@H](OCC1)C=1C=NN(C1)C (S)-4-(4-(4-((tert-butyldimethylsilyl)oxy)cyclohexyl)-6,7-dimethylpteridin-2-yl)-2-(1-methyl-1H-pyrazol-4-yl)morpholine